4-((S)-1-((R)-2-((4-hydroxybenzyl)oxy)-3-methylbutanoylamino)ethyl)benzoic acid OC1=CC=C(CO[C@@H](C(=O)N[C@@H](C)C2=CC=C(C(=O)O)C=C2)C(C)C)C=C1